3-(Bromomethyl)-6,7-dihydro-4H-[1,2,3]triazolo[5,1-c][1,4]oxazine BrCC=1N=NN2C1COCC2